C(CCCCC)C1=CCC(O1)=O 5-hexyl-2(3H)-furanone